2-(6-bromochroman-2-yl)-2-hydroxypropionic acid BrC=1C=C2CCC(OC2=CC1)C(C(=O)O)(C)O